(R)-(+)-menthane C1(CCC(CC1)C(C)C)C